FC=1C=C(CN2C(=NC=3C2=NC=CC3)CCC(=O)NC3CCC2=CC=CC=C32)C=CC1F 3-[3-(3,4-Difluoro-benzyl)-3H-imidazo[4,5-b]pyridin-2-yl]-N-(S)-indan-1-yl-propionamide